NC1CCC(CC1)NC1=NC=CC(=N1)C=1C(=NC=CC1)OC1=C(C=C(C=C1C)NS(=O)(=O)C1=C(C=CC=C1)Cl)F N-[4-[[3-[2-[(4-aminocyclohexyl)amino]pyrimidin-4-yl]-2-pyridyl]oxy]-3-fluoro-5-methyl-phenyl]-2-chloro-benzenesulfonamide